tert-butyl 3-(4-(3-amino-4-(4-((5-fluoro-2-methoxybenzoylamino) methyl) phenyl)-1H-pyrazolo[4,3-c]pyridin-6-yl) piperidin-1-yl)-[1,3'-Biazetidine]-1'-carboxylate NC1=NNC2=C1C(=NC(=C2)C2CCN(CC2)C2CN(C2)C2CN(C2)C(=O)OC(C)(C)C)C2=CC=C(C=C2)CNC(C2=C(C=CC(=C2)F)OC)=O